N-(2-(3-(7'-(2,6-dioxopiperidin-3-yl)-6',8'-dioxo-4',6',7',8'-tetrahydro-2'H-spiro[piperidin-4,3'-pyrano[2,3-f]isoindol]-1-yl)-3-oxopropoxy)ethyl)-2-methoxybenzamide O=C1NC(CCC1N1C(C=2C=C3C(=CC2C1=O)OCC1(C3)CCN(CC1)C(CCOCCNC(C1=C(C=CC=C1)OC)=O)=O)=O)=O